C(C1=CC=CC=C1)OC1=C2CC(N(CC2=CC=C1OC)C=1OC2=C(N1)C(=CC=C2)C)C(=O)OCC ethyl 5-(benzyloxy)-6-methoxy-2-(4-methyl-benzo[d]oxazol-2-yl)-1,2,3,4-tetrahydro-isoquinoline-3-carboxylate